1-(azetidin-3-yl)-1H-imidazole dihydrochloride Cl.Cl.N1CC(C1)N1C=NC=C1